rac-1-(3-(aminomethyl)phenyl)-N-(5-(3-cyclopropyl-1-hydroxy-1-phenylpropyl)-2-fluorophenyl)-3-(trifluoromethyl)-1H-pyrazole-5-carboxamide NCC=1C=C(C=CC1)N1N=C(C=C1C(=O)NC1=C(C=CC(=C1)[C@@](CCC1CC1)(C1=CC=CC=C1)O)F)C(F)(F)F |r|